C(=C)[SiH]1N([SiH](N([SiH](N([SiH](N1C)C=C)C)C=C)C)C=C)C tetravinyl-tetramethyl-cyclotetrasilazane